N[C@@H]1CCN2[C@H]1CN(CC2)C2=C(C=CC(=C2C(F)(F)F)OC2=C(C=CC=C2)F)NC(=O)C=2N=C(OC2)C2=CN=NC=C2 N-{2-[(8R,8aS)-8-aminohexahydropyrrolo[1,2-a]pyrazine-2(1H)-yl]-4-(2-fluorophenoxy)-3-(trifluoromethyl)phenyl}-2-(pyridazin-4-yl)-1,3-oxazole-4-carboxamide